((tetrahydrofuran-2-yl)methyl)-5,6,7,8-tetrahydronaphthalene-2-carboxamide O1C(CCC1)CC1=C(C=CC=2CCCCC12)C(=O)N